FC1=C(C=C(C=C1)NC(C1=CC(=C(C=C1)CN1CCN(CC1)C)C)=O)[C@H](C)NC1=CN=C2C(=N1)N(N=C2)C (S)-N-(4-fluoro-3-(1-((1-methyl-1H-pyrazolo[3,4-b]pyrazin-6-yl)amino)ethyl)phenyl)-3-methyl-4-((4-methylpiperazin-1-yl)methyl)benzamide